C1(CC1)CN1CCC2(CC(=NO2)C(=O)N[C@@H](CCCCCC(CC)=O)C=2NC(=CN2)C=2C=C3C=CC(=NC3=CC2F)C)CC1 (S)-8-(Cyclopropylmethyl)-N-(1-(5-(7-fluoro-2-methylchinolin-6-yl)-1H-imidazol-2-yl)-7-oxononyl)-1-oxa-2,8-diazaspiro[4.5]dec-2-en-3-carboxamid